N-[4-(methanesulfonylmethyl)-3-methylphenyl]-7-{8-methyl-1H,2H,3H-pyrido[2,3-b][1,4]oxazin-7-yl}-5H,6H,7H,8H-pyrido[3,4-d]pyrimidin-2-amine CS(=O)(=O)CC1=C(C=C(C=C1)NC=1N=CC2=C(N1)CN(CC2)C2=C(C1=C(OCCN1)N=C2)C)C